(1-((2-phenylpropan-2-yl)sulfonyl)cyclopropyl)methanol C1(=CC=CC=C1)C(C)(C)S(=O)(=O)C1(CC1)CO